C(C1=CC=CC=C1)OC(=O)NCCCC[C@H](N)C(=O)OC(C)(C)C tert-butyl N6-((benzyloxy) carbonyl)-L-lysinate